COC(C1=C(C(=C(C(=C1)C(F)(F)F)C1CCC(CC1)(F)F)I)N)=O.NC1=C(C=CC(=C1)Br)C(=O)C1=C(C=CC=C1)Cl (2-Amino-4-bromophenyl)(2-chlorophenyl)methanone Methyl-2-amino-4-(4,4-difluorocyclohexyl)-3-iodo-5-(trifluoromethyl)benzoate